C(C1=CC=CC=C1)OCC1CCN(CC1)C1=CC(=C(C(=O)Cl)C=C1)N(C(C(F)(F)F)=O)C1CCOCC1 4-(4-((benzyloxy)methyl)piperidin-1-yl)-2-(2,2,2-trifluoro-N-(tetrahydro-2H-pyran-4-yl)acetamido)benzoyl chloride